O=C1NC(CC[C@@H]1C1=CC=C(C=C1)N1CCC2(C[C@@H](OC2)C=O)CC1)=O |&1:18| rac-8-{4-[(3R)-2,6-dioxopiperidin-3-yl]phenyl}-2-oxa-8-azaspiro[4.5]decane-3-carbaldehyde